COC=1C=C(C(=NC1)NC1=NN(C2=C1C=NC(=C2)C(=O)N2CCOCCC2)CC(F)(F)F)C [3-[(5-methoxy-3-methyl-2-pyridyl)amino]-1-(2,2,2-trifluoroethyl)pyrazolo[4,3-c]pyridin-6-yl]-(1,4-oxazepan-4-yl)methanone